CNC(C)C1=CC=C(C=C1)N1N=C2C(=CC=CC2=C1)C(=O)N 2-{4-[1-(methylamino)ethyl]phenyl}-2H-indazole-7-carboxamide